((R)-4-(2-amino-[1,2,4]triazolo[1,5-a]pyrazin-5-yl)morpholin-2-yl)((R)-8-chloro-1-methyl-6-(trifluoromethyl)-3,4-dihydroisoquinolin-2(1H)-yl)methanone NC1=NN2C(C=NC=C2N2C[C@@H](OCC2)C(=O)N2[C@@H](C3=C(C=C(C=C3CC2)C(F)(F)F)Cl)C)=N1